BrC1=CC(=C(C=C1C)CC=1N(C2=C(N1)C(=CC(=C2)C(=O)OC)F)[C@@H]2COCC2(C)C)Cl Methyl 2-[(4-bromo-2-chloro-5-methyl-phenyl)methyl]-3-[(3S)-4,4-dimethyltetrahydrofuran-3-yl]-7-fluoro-benzimidazole-5-carboxylate